[Ca+2].O[C@@H](CC(=O)[O-])C.O[C@@H](CC(=O)[O-])C R-3-hydroxybutyrate calcium